CN1CCN(CC1)C1=C(C=C(C=C1)[N+](=O)[O-])OCCC1=CC=NN1C 1-methyl-4-(2-(2-(1-methyl-1H-pyrazol-5-yl)ethoxy)-4-nitrophenyl)piperazine